[SH+]1CCCCC1 thianium